(rac)-3-amino-N-(isoquinolin-6-yl)-2-(p-tolyl)propionamide NC[C@H](C(=O)NC=1C=C2C=CN=CC2=CC1)C1=CC=C(C=C1)C |r|